methoxymethyl 4-(benzyloxy)-3-(difluoromethyl)-2,5,6-trimethylbenzoate C(C1=CC=CC=C1)OC1=C(C(=C(C(=O)OCOC)C(=C1C)C)C)C(F)F